C(C1=CC=CC=C1)C1N(C(C2=CC=C(C=C12)CN1CCOCC1)=O)CC1=CC2=C(NC(O2)=O)C=C1 6-((3-benzyl-5-(morpholinomethyl)-1-oxoisoindolin-2-yl)methyl)benzo[d]oxazol-2(3H)-one